(S)-1-(5-((3-fluoro-2-methylpyridin-4-yl)thio)pyrazin-2-yl)-1'H,3'H-spiro[piperidine-4,2'-pyrrolizin]-1'-amine FC=1C(=NC=CC1SC=1N=CC(=NC1)N1CCC2([C@@H](C3=CC=CN3C2)N)CC1)C